ethyl 6,6-dimethyl-4-oxo-3-(trifluoromethyl)-4,5,6,7-tetrahydro-1-benzofuran-2-carboxylate CC1(CC2=C(C(=C(O2)C(=O)OCC)C(F)(F)F)C(C1)=O)C